C(C)C(=CC1=CC=C(C=C1)F)[SH2+] alpha-ethyl-p-fluorostyryl-sulfonium